C(C)OC(=O)C1(CC(=NO1)C1=C(C=C(C(=C1)N1C(N(C(=CC1=O)C(F)(F)F)C)=O)F)Cl)C Ethyl-3-{2-chloro-4-fluoro-5-[3-methyl-2,6-dioxo-4-(trifluoromethyl)-3,6-dihydropyrimidin-1(2H)-yl]phenyl}-5-methyl-4,5-dihydro-1,2-oxazol-5-carboxylat